FC1=C(C=CC(=C1)F)C1N(N2C(OCCC2)=C1)[C@H]1C(NC2=C(C(=N1)C1=CC=CC=C1)C=CC=C2F)=O 2-(2,4-Difluorophenyl)-N-[(3S)-9-fluoro-2-oxo-5-phenyl-1,3-dihydro-1,4-benzodiazepin-3-yl]-6,7-dihydro-5H-pyrazolo[5,1-b][1,3]oxazine